tert-butyl (3R,5S)-4-((6aR,8R)-2-(3-fluoro-2-hydroxyphenyl)-5,6,6a,7,8,9-hexahydropyrrolo[1',2':4,5]pyrazino[2,3-c]pyridazine-8-carbonyl)-3,5-dimethylpiperazine-1-carboxylate FC=1C(=C(C=CC1)C=1C=C2C(=NN1)NC[C@@H]1N2C[C@@H](C1)C(=O)N1[C@@H](CN(C[C@@H]1C)C(=O)OC(C)(C)C)C)O